C(C=C)N(S(=O)(=O)C[C@](C(=O)OC)(O)C1=CC2=C(OC[C@]3(CCCC4=CC(=CC=C34)Cl)CN2CCCCC=C)C=C1)C (S)-METHYL 3-(N-ALLYL-N-METHYLSULFAMOYL)-2-((S)-6'-CHLORO-5-(HEX-5-EN-1-YL)-3',4,4',5-TETRAHYDRO-2H,2'H-SPIRO[BENZO[B][1,4]OXAZEPINE-3,1'-NAPHTHALEN]-7-YL)-2-HYDROXYPROPANOATE